[N+](=O)([O-])C1=C(C=CC=C1)C1=C(C=CC=C1)B(O)O (2-nitrophenyl)-phenylboronic acid